COC1=NC(=C(C(=O)N[C@H](CCOC2CC(C2)CCC2=NC=3NCCCC3C=C2)C(=O)O)C(=C1)C)C N-(6-methoxy-2,4-dimethylnicotinoyl)-O-((1R,3R)-3-(2-(5,6,7,8-tetrahydro-1,8-naphthyridin-2-yl)ethyl)cyclobutyl)-D-homoserine